tert-Butyl 5-formyl-2-oxo-1,2-dihydrospiro[indole-3,4'-piperidine]-1'-carboxylate C(=O)C=1C=C2C(=CC1)NC(C21CCN(CC1)C(=O)OC(C)(C)C)=O